6-tetradecanoylaminohexane C(CCCCCCCCCCCCC)(=O)NCCCCCC